(R)-2,3-bis(palmitoyloxy)propyl ((S)-3-((R)-3-((R)-2,3-dihydroxypropoxy)-2-hydroxypropoxy)-2-hydroxypropyl) phosphate P(=O)(OC[C@@H](COC(CCCCCCCCCCCCCCC)=O)OC(CCCCCCCCCCCCCCC)=O)(OC[C@H](COC[C@@H](COC[C@@H](CO)O)O)O)[O-]